FC(C(=O)N)C(=O)NCC1=CC(=CC=C1)OC 2-fluoro-3-((3-methoxybenzyl)amino)-3-oxopropionamide